FC1=C(C(=CC=C1N1C=CC=C1)F)[C-]1C=CC=C1.[C-]1(C=CC=C1)C1=C(C(=CC=C1F)N1C=CC=C1)F.[Ti+2] bis(2,6-difluoro-3-(1H-pyrrol-1-yl)-phenyl)titanocene